2-chloro-N-(3-fluorophenyl)sulfonyl-6-[3-[(2,2,3,3-tetramethylcyclopropyl)methoxy]Pyrazol-1-yl]Pyridine-3-carboxamide ClC1=NC(=CC=C1C(=O)NS(=O)(=O)C1=CC(=CC=C1)F)N1N=C(C=C1)OCC1C(C1(C)C)(C)C